(9,9-dimethyl-9H-fluoren-2-yl)-9,9-dimethyl-9H-fluoren-4-amine CC1(C2=CC=CC=C2C=2C=CC(=CC12)C1=CC=C(C=2C3=CC=CC=C3C(C12)(C)C)N)C